(12AR)-10-chloro-9-(2-chloro-6-hydroxyphenyl)-8-(2-methoxyethoxy)-3,4,12,12a-tetrahydro-6H-pyrazino[2,1-c][1,4]benzoxazepine-2(1H)-carboxylic acid tert-butyl ester C(C)(C)(C)OC(=O)N1C[C@@H]2COC3=C(CN2CC1)C=C(C(=C3Cl)C3=C(C=CC=C3O)Cl)OCCOC